2-(Benzotriazol-2-yl)-4,6-bis(2-methylbutan-2-yl)phenol N=1N(N=C2C1C=CC=C2)C2=C(C(=CC(=C2)C(C)(CC)C)C(C)(CC)C)O